C1(=C(C=CC=C1)B(O)O)C1=CC=CC=C1 [1,1'-biphenyl]-2-yl-boronic acid